3-cyclopropyl-2-(1-oxo-2,6-diazaspiro[4.5]decan-2-yl)propanoic acid C1(CC1)CC(C(=O)O)N1C(C2(CC1)NCCCC2)=O